NC1=C(C(NC2=C(C=CC=C12)C=1C=NC=CC1OC)=O)C(=O)NCCCF 4-Amino-N-(3-fluoropropyl)-8-(4-methoxy-3-pyridyl)-2-oxo-1H-quinoline-3-carboxamide